[2-[4-amino-7-(1H-pyrazol-5-yl)-[1,3]thiazolo[4,5-c]quinolin-2-yl]ethyl]oxetan-2-carboxamide NC1=NC=2C=C(C=CC2C2=C1N=C(S2)CCC2(OCC2)C(=O)N)C2=CC=NN2